ethyl alpha-chloroacrylate ClC(C(=O)OCC)=C